C1=C(C=CC=2C3=CC=CC=C3CC12)N=C=O fluoren-2-yl isocyanate